ethyl hydrogen (E)-(2-cyclopropyl-2-(3-methoxyphenyl)vinyl)phosphonate C1(CC1)\C(=C/P(OCC)(O)=O)\C1=CC(=CC=C1)OC